tert-butyl 2-((4-chloro-2-fluorobenzyl)amino)-3-iodo-5,8-dihydro-1,7-naphthyridine-7(6H)-carboxylate ClC1=CC(=C(CNC2=NC=3CN(CCC3C=C2I)C(=O)OC(C)(C)C)C=C1)F